neodymium (2-nonylphenyl) phosphinate [PH2](OC1=C(C=CC=C1)CCCCCCCCC)=O.[Nd]